dioctyltin bis-(2-ethylhexanoate) C(C)C(C(=O)[O-])CCCC.C(C)C(C(=O)[O-])CCCC.C(CCCCCCC)[Sn+2]CCCCCCCC